N,N-dibutyldodecylamine C(CCC)N(CCCC)CCCCCCCCCCCC